ClC1=NC=CC2=C1C(=CN2[C@H]2C[C@@H](N(C2)C(=O)OC(C)(C)C)COC)C#CC2=CC1=C(N(C(=N1)C)C)C=C2 (2R,4S)-tert-butyl 4-(4-chloro-3-((1,2-dimethyl-1H-benzo[d]imidazol-5-yl)ethynyl)-1H-pyrrolo[3,2-c]pyridin-1-yl)-2-(methoxymethyl)pyrrolidine-1-carboxylate